COC=1C=C2C3=C(NC2=CC1)[C@H]1[C@H]2N(C(C3)=O)C[C@H](C2)C1 (2S,12R,12aS)-8-methoxy-2,3,6,11,12,12a-hexahydro-2,12-methanopyrrolo[1',2':1,2]azepino[4,5-b]indol-5(1H)-one